FC=1C=C2C(C(NC2=CC1)=O)=CC=1NC=2CC(CCC2C1C)CN1C(C2=CC=CC=C2C1=O)=O 2-[[2-[(5-fluoro-2-oxo-indolin-3-ylidene)methyl]-3-methyl-4,5,6,7-tetrahydro-1H-indol-6-yl]methyl]isoindoline-1,3-dione